ClC1=CC2=C(C3=CC=CC=C3C(=C2C=C1)OC(CC(=O)OC(C)(C)C)C)OC(CC(=O)OC(C)(C)C)C 2-chloro-9,10-bis(tert-butoxycarbonylpropyleneoxy)anthracene